[Pt](Cl)(Cl)(Cl)Cl platinum (iv) chloride